C(CCCC)[Sn]OCC pentyl-ethoxytin